tertiarybutyl-acetic acid C(C)(C)(C)CC(=O)O